C(C)(C)(C)[Si](OCC=1C=C(C=CC1Cl)C(CCC(C)Cl)=O)(C)C 1-[3-[[tert-butyl-(dimethyl)silyl]oxymethyl]-4-chloro-phenyl]-4-chloro-pentan-1-one